ClC1=CC=C(C=C1)C(C(=O)N1CCN(CC1)C=1C2=C(N=CN1)[C@@H](C[C@H]2C)O)CN2CCC(CC2)F 2-(4-chlorophenyl)-3-(4-fluoropiperidin-1-yl)-1-(4-((5R,7R)-7-hydroxy-5-methyl-6,7-dihydro-5H-cyclopenta[d]pyrimidin-4-yl)piperazin-1-yl)propan-1-one